1,3-diethyl-cyclobutane C(C)C1CC(C1)CC